1-(tert-butyl) 4-ethyl 4-(pyridin-2-ylmethyl)piperidine-1,4-dicarboxylate N1=C(C=CC=C1)CC1(CCN(CC1)C(=O)OC(C)(C)C)C(=O)OCC